4-chloro-N-((R)-1-(2,4-dichlorophenyl)ethyl)-3aH-pyrazolo[3,4-d]pyrimidin-6-amine ClC=1C2C(N=C(N1)N[C@H](C)C1=C(C=C(C=C1)Cl)Cl)=NN=C2